P(=O)(O)(O)O.C(CCCCCCCCCCC)OCCCCCCCCCCCC dilaurylether phosphate